C(C)(C)(C)OC(=O)N(C1CC1)CC1=CC(=C(C(=O)NN2C(SC3=C2C=CC(=C3)C(=O)OCC)=N)C=C1)F ethyl 3-(4-(((tert-butoxycarbonyl)(cyclopropyl)amino)methyl)-2-fluorobenzamido)-2-imino-2,3-dihydrobenzo[d]thiazole-6-carboxylate